5-(tert-butyl) 6-Methyl (3S,6S)-1,1-difluoro-5-azaspiro[2.4]heptane-5,6-dicarboxylate FC1(C[C@@]12CN([C@@H](C2)C(=O)OC)C(=O)OC(C)(C)C)F